trizinc oxide [O-2].[Zn+2].[Zn+2].[Zn+2].[O-2].[O-2]